OC(=O)C(F)(F)F.NCCN(C(C)C1=C(C(=CS1)C#N)F)C1CC1 5-[1-[2-aminoethyl(cyclopropyl)amino]ethyl]-4-fluoro-thiophene-3-carbonitrile TFA salt